N1=C(C(=CC=C1)CO)CO pyridine-2,3-diyl-dimethanol